C(N)(SCCSC(N)=S)=S.[Mn] manganese ethylene bis(dithiocarbamate)